C(C)(=O)OCCCCOC(C)=O 1,4-diacetyloxybutane